(z)-4-hydroxy-2-pentenoate OC(\C=C/C(=O)[O-])C